2-(5-bromo-2-hydroxyphenyl)benzimidazole BrC=1C=CC(=C(C1)C=1NC2=C(N1)C=CC=C2)O